L-alpha-hydroxy-glutaric acid disodium salt [Na+].[Na+].O[C@H](C(=O)[O-])CCC(=O)[O-]